tris(piperidin-1-yl)phosphine N1(CCCCC1)P(N1CCCCC1)N1CCCCC1